chloroacetic acid methyl ester COC(CCl)=O